CN1CCN(CC1)C1C(CCCC1)O 2-(4-methyl-1-piperazinyl)-cyclohexanol